(E)-3-(3-(3,5-bis(trifluoromethyl)phenyl)-1H-1,2,4-triazol-1-yl)-2-(pyridin-4-yl)acrylic acid FC(C=1C=C(C=C(C1)C(F)(F)F)C1=NN(C=N1)/C=C(/C(=O)O)\C1=CC=NC=C1)(F)F